ClC=1C(=CC(=NC1)OC)C1=CC(=NN1)C(=O)N1CCC(CC1)C(=O)NCC1=C(C=CC(=C1)F)Cl 1-(5-(5-chloro-2-methoxypyridin-4-yl)-1H-pyrazole-3-carbonyl)-N-(2-chloro-5-fluorobenzyl)piperidine-4-carboxamide